ClC1=C(C=C2C(=NNC2=C1)C1=CC(=NC=C1)OC)C1C[C@@H]2[C@@H](CN(C2)C2CS(CCC2)(=O)=O)C1 3-((3aR,5s,6aS)-5-(6-chloro-3-(2-methoxypyridin-4-yl)-1H-indazol-5-yl)hexahydrocyclopenta[c]pyrrol-2(1H)-yl)tetrahydro-2H-thiopyran 1,1-dioxide